S1C=NC2=C1C(=CC=C2)CCCC2C[C@@H]1N(CCN(C1)C1=C(C=NC=C1)F)C2=O (8aS)-7-(3-(benzo[d]thiazol-7-yl)propyl)-2-(3-fluoropyridin-4-yl)hexahydropyrrolo[1,2-a]pyrazin-6(2H)-one